C(C1=CC=CC=C1)NC(=O)C=1N(C(N2C1CN(CC2)C(C2=CC(=C(C=C2)Cl)Cl)=O)=O)C2=CC=CC=C2 N-benzyl-7-(3,4-dichlorobenzoyl)-3-oxo-2-phenyl-6,8-dihydro-5H-imidazo[1,5-a]pyrazine-1-carboxamide